(3-(ethoxycarbonyl)phenyl)boronic acid C(C)OC(=O)C=1C=C(C=CC1)B(O)O